2-(bromomethyl)-1-chloro-4-ethylbenzene BrCC1=C(C=CC(=C1)CC)Cl